NC1=CC=C(C=N1)C(=O)N1[C@@H](COC[C@@H]1C)C (6-Aminopyridin-3-yl)((3R,5S)-3,5-dimethylmorpholino)methanone